2-((1-(2-(3-cyanophenoxy)-7-methyl-4-oxo-4H-pyrido[1,2-a]pyrimidin-9-yl)ethyl)amino)benzoic acid C(#N)C=1C=C(OC=2N=C3N(C(C2)=O)C=C(C=C3C(C)NC3=C(C(=O)O)C=CC=C3)C)C=CC1